C12(CCCC1)OC1=CC=CC=C1[C@@H](C2)NS(=O)(=O)C2=CC=C(C=C2)OC(F)(F)F (R)-N-(spiro[chromane-2,1'-cyclopentan]-4-yl)-4-(trifluoromethoxy)benzenesulfonamide